3-chloro-8-(3-(((cyclopropylmethyl)sulfinyl)methyl)azetidine-1-yl)-5-isopropylisoquinoline ClC=1N=CC2=C(C=CC(=C2C1)C(C)C)N1CC(C1)CS(=O)CC1CC1